N-((2R,3S)-2-((((CIS)-4-phenylcyclohexyl)oxy)methyl)-1-(5-(trifluoromethyl)pyridin-3-yl)pyrrolidin-3-yl)methanesulfonamide C1(=CC=CC=C1)[C@H]1CC[C@H](CC1)OC[C@@H]1N(CC[C@@H]1NS(=O)(=O)C)C=1C=NC=C(C1)C(F)(F)F